(E)-2-methoxy-5-(2-methoxyvinyl)-4-(trifluoromethyl)pyridine COC1=NC=C(C(=C1)C(F)(F)F)\C=C\OC